5-{5-Chloro-2-[5-(2,2,2-trifluoro-ethoxy)-quinoline-8-sulfonylamino]-phenylethynyl}-pyridine-2-carboxylic acid ClC=1C=CC(=C(C1)C#CC=1C=CC(=NC1)C(=O)O)NS(=O)(=O)C=1C=CC(=C2C=CC=NC12)OCC(F)(F)F